FC=1C=NC(=NC1)C=1C=C(C[C@@]2(C[C@@H]([C@@H](C2)NS(=O)(=O)C)O)C(=O)[O-])C=CC1 (1R,3S,4R)-1-(3-(5-fluoropyrimidin-2-yl)benzyl)-3-hydroxy-4-(methylsulfonamido)cyclopentane-1-carboxylate